[Br-].C1(=CC=CC=C1)CCN phenylethylamine bromide salt